COC(=O)C=1C(NC2=CC(=CC=C2C1)Br)=O 7-bromo-2-oxo-1,2-dihydroquinoline-3-carboxylic acid methyl ester